ClC=1C=C(C=CC1F)C(O)(C=1C=NC(=CC1)OCC(F)(F)F)C=1NC=C(N1)SC (3-chloro-4-fluoro-phenyl)(4-(methylthio)-1H-imidazol-2-yl)(6-(2,2,2-trifluoroethoxy)pyridin-3-yl)methanol